OC1(C2=CC=CC=C2C=2C(=CC(=CC12)OC)C=1C=NNC1)C(F)(F)F 4-(9-hydroxy-2-methoxy-9-(trifluoromethyl)-9H-fluoren-4-yl)-1H-pyrazole